C1=CC=CC=2C3=CC=CC=C3C(C12)COC(=O)N[C@H](CCCCNC(CCOCCOCCOCCOCCNC(COC1C#CCCCCC1)=O)=O)C(=O)O (24R)-24-(((9H-Fluoren-9-yl)methoxy)carbonyl-amino)-1-(cyclooct-2-ynyloxy)-2,18-dioxo-6,9,12,15-tetraoxa-3,19-diazapentacosan-25-oic Acid